C(CCCCCCCCCCCCCCC)[N+]1=C(NC=C1)C cetyl-methylimidazolium